Trans-2-(N,4-dimethylphenylsulfonylamino)cyclohexanecarboxylic acid CN([C@H]1[C@@H](CCCC1)C(=O)O)S(=O)(=O)C1=CC=C(C=C1)C